N,N'-bis(4-tert-butylbenzyl)-1,2-ethylenediamine C(C)(C)(C)C1=CC=C(CNCCNCC2=CC=C(C=C2)C(C)(C)C)C=C1